CO[C@H]1[C@@H](N(CC1)C(=O)OC(C)(C)C)C tert-Butyl (2S,3R)-3-methoxy-2-methylpyrrolidine-1-carboxylate